C1(C=CC(N1NC(CCC)=O)=O)=O N-(N-E-maleimidyl)butanamide